C(C)(C)(C)OC(=O)N1CCC(CC1)[B-](F)(F)F.[K+] Potassium (1-(tert-butoxycarbonyl)piperidin-4-yl)trifluoroborate